N-(3-bromo-4-fluorophenyl)-N'-hydroxy-4-((4-sulfamoylpiperazin-1-yl)amino)-1,2,5-oxadiazole-3-carboxamidine BrC=1C=C(C=CC1F)NC(=NO)C1=NON=C1NN1CCN(CC1)S(N)(=O)=O